N-[2-(3-bromophenyl)ethyl]-8-fluoro-7-{7-fluoro-8-[2-(triisopropylsilyl)ethynyl]naphthalen-1-yl}-2-(methylsulfanyl)pyrido[4,3-d]pyrimidin-5-amine BrC=1C=C(C=CC1)CCNC1=NC(=C(C=2N=C(N=CC21)SC)F)C2=CC=CC1=CC=C(C(=C21)C#C[Si](C(C)C)(C(C)C)C(C)C)F